CN1CCN(CC1)C1=CC=C(C=N1)NC1=NC2=C(C=CC=C2C=N1)C=1C=C(C=CC1)NC(C=C)=O N-(3-(2-((6-(4-methylpiperazin-1-yl)pyridin-3-yl)amino)quinazolin-8-yl)phenyl)acrylamide